N1=CC(=CC=C1)C\C(\C=N/NC(NC)=S)=N/NC(NC)=S (2Z,2'E)-2,2'-(3-(pyridin-3-yl)propane-1,2-diylidene)bis(N-methylhydrazine-1-carbothioamide)